6-[5-({[3,5-difluoro-2-(prop-2-yloxy)phenyl]methyl}carbamoyl)-6-methoxypyridin-3-yl]-N-methyl-1H-indazole-3-carboxamide FC=1C(=C(C=C(C1)F)CNC(=O)C=1C=C(C=NC1OC)C1=CC=C2C(=NNC2=C1)C(=O)NC)OC(C)C